C1(=NC=CC2=CC=CC=C12)C(=O)[O-] isoquinoline-1-carboxylate